2-ethyl hexanoate cerium [Ce].C(CCCCC)(=O)OCC